(2S,E)-7-(Dimethylamino)-1-((1-((6-isopentyl-9-(tetrahydro-2H-pyran-2-yl)-9H-purin-8-yl)methyl)-2-oxo-1,2-dihydropyridin-3-yl)amino)-1,7-dioxohept-5-en-2-yl-dimethylcarbamat CN(C(/C=C/CC[C@H](C(=O)NC=1C(N(C=CC1)CC=1N(C2=NC=NC(=C2N1)CCC(C)C)C1OCCCC1)=O)CN(C([O-])=O)C)=O)C